The molecule is an amino acid zwitterion obtained by transfer of a proton from the carboxy to the amino group of 3-amino-N-(trans-3-carbamoyloxirane-2-carbonyl)-L-alanine; major species at pH 7.3. NB Although the relative configuration of the epoxide moiety has been assigned as trans, it has not yet been established whether the absolute configuration is R,R (as drawn) or S,S. It has a role as a bacterial metabolite. It is a tautomer of a 3-amino-N-(trans-3-carbamoyloxirane-2-carbonyl)-L-alanine. C([C@@H](C(=O)[O-])NC(=O)[C@H]1[C@@H](O1)C(=O)N)[NH3+]